6,7-dimethoxy-2,3-dihydrophthalazine-1,4-dione COC=1C=C2C(NNC(C2=CC1OC)=O)=O